(2-(3-acetyl-5-methoxyphenylamino)-5-methylpyrimidin-4-ylamino)benzo[d]oxazol-2(3H)-one C(C)(=O)C=1C=C(C=C(C1)OC)NC1=NC=C(C(=N1)NN1C(OC2=C1C=CC=C2)=O)C